(3S)-3-[(2S)-2-amino-4-chloro-3-oxobutyl]pyrrolidin-2-one, hydrochloride salt Cl.N[C@@H](C[C@H]1C(NCC1)=O)C(CCl)=O